OC(=O)C(F)(F)F.N1CC(C1)OC=1C=CC(=NC1)C(=O)NC1CC1 5-(azetidin-3-yloxy)-N-cyclopropylpyridine-2-carboxamide TFA salt